O1CCC2C1CN(CC2)CC(=O)NC=2C=C(C(=NC2)C)NC(=O)C=2N=NN1C2C=CC(=C1)C=1C=NN(C1)C N-[5-[[2-(3,3a,4,5,7,7a-hexahydro-2H-furo[2,3-c]pyridin-6-yl)acetyl]amino]-2-methyl-3-pyridyl]-6-(1-methylpyrazol-4-yl)triazolo[1,5-a]pyridine-3-carboxamide